(S)-3-(3-chloro-4-fluorophenyl)-1-(1-(2-(3-hydroxypropyl)-1-oxo-1,2-dihydroisoquinolin-4-yl)ethyl)-1-methylurea ClC=1C=C(C=CC1F)NC(N(C)[C@@H](C)C1=CN(C(C2=CC=CC=C12)=O)CCCO)=O